Tert-butyl-((cis-3-((4-chloro-3-methylbenzyl)oxy)cyclobutyl)oxy)dimethylsilane C(C)(C)(C)[Si](C)(C)O[C@@H]1C[C@@H](C1)OCC1=CC(=C(C=C1)Cl)C